CN(C(C=CC)=O)C N,N-dimethylbutenamide